4-ethoxybenzene C(C)OC1=CC=CC=C1